5-(1-adamantyl)-7-oxo-4H-pyrazolo[1,5-a]Pyrimidine-2-carboxylic acid ethyl ester C(C)OC(=O)C1=NN2C(NC(=CC2=O)C23CC4CC(CC(C2)C4)C3)=C1